4-bromo-2-((4-chlorophenylimino)meth-yl)-6-hydroxyphenyl-isobutyrate BrC1=CC(=C(C(=C1)O)OC(C(C)C)=O)C=NC1=CC=C(C=C1)Cl